ClC=1C=C(C(=O)N2CC=3C(=NN4C3C(N(C[C@H]4C)C(C)C4=CC=C(C=C4)S(=O)(=O)N(CC4=CC=C(C=C4)OC)CC4=CC=C(C=C4)OC)=O)C[C@H]2C)C=CC1Cl 4-(1-((3R,7R)-2-(3,4-Dichlorobenzoyl)-3,7-dimethyl-10-oxo-1,2,3,4,7,8-hexahydropyrido[4',3':3,4]pyrazolo[1,5-a]pyrazin-9(10H)-yl)ethyl)-N,N-bis(4-methoxybenzyl)benzenesulfonamide